4H-imidazolone N=1C(NCC1)=O